tert-butyl 4-((5-amino-6-methoxypyrimidin-4-yl)ethynyl)piperidine-1-carboxylate NC=1C(=NC=NC1OC)C#CC1CCN(CC1)C(=O)OC(C)(C)C